CN(CC#C[In](C)C)C (3-dimethylaminopropynyl)-dimethyl-indium